C(C1=CC=CC=C1)(=O)NC(C(=O)O)CC1=CC=C(C=C1)OCCCC1=NC=2NCCCC2C=C1 2-benzamido-3-(4-(3-(5,6,7,8-tetrahydro-1,8-naphthyridin-2-yl)propoxy)phenyl)propanoic acid